2-Chloro-N-{2-[4-(difluoromethyl)-1,3-thiazol-5-yl]-2-{4-[(5-fluoro-6-methylpyrimidin-4-yl)oxy]piperidin-1-yl}ethyl}-6-fluorobenzamide ClC1=C(C(=O)NCC(N2CCC(CC2)OC2=NC=NC(=C2F)C)C2=C(N=CS2)C(F)F)C(=CC=C1)F